Ethyl 4-(4-((1R,4R,6S)-2-azabicyclo[2.2.1]heptan-6-yl)phenyl)-7-(4-(trifluoromethyl)phenyl)-2-naphthoate [C@H]12NC[C@H](C[C@H]1C1=CC=C(C=C1)C1=CC(=CC3=CC(=CC=C13)C1=CC=C(C=C1)C(F)(F)F)C(=O)OCC)C2